1-(2,5-dichlorothiophen-3-yl)methylamine ClC=1SC(=CC1CN)Cl